N2-[7-(1,2,3,3a,6,6a-hexahydrocyclopenta[c]pyrrol-5-yl)-6-fluoro-2,3-dihydrobenzofuran-5-yl]-N4,6-dimethyl-pyrimidine-2,4-diamine C1NCC2C1CC(=C2)C2=C(C(=CC=1CCOC12)NC1=NC(=CC(=N1)NC)C)F